NC=1SC2=C(N1)CCC(C2)(C2=CC=CC=C2)NC=O N-(2-amino-6-phenyl-4,5,6,7-tetrahydrobenzothiazol-6-yl)carboxamide